FC1(CN(CCC1OC1=C2C=C(C=NC2=CC(=C1)OC)C#N)C)F 5-((3,3-difluoro-1-methylpiperidin-4-yl)oxy)-7-methoxyquinoline-3-carbonitrile